N1CC(C1)CC1CCN(CC1)C(C(F)(F)F)=O 1-[4-(azetidin-3-ylmethyl)-1-piperidyl]-2,2,2-trifluoro-ethanone